ClC1=C(C=2N=C(N=C(C2C=N1)N1CC(CCC1)O)OCCN(C)C)F 1-(7-chloro-2-(2-(dimethylamino)ethoxy)-8-fluoropyrido[4,3-d]pyrimidin-4-yl)piperidin-3-ol